CC=1OC2=C(C1C(=O)O)C=C(C=C2)OCC2=C(N=C(S2)C)C(F)(F)F 2-methyl-5-((2-methyl-4-(trifluoromethyl)thiazol-5-yl)methoxy)benzofuran-3-carboxylic acid